3-hexen-3-yl-phosphine CCC(=CCC)P